ClC1=C(C=CC=C1)C1=C(C=CC=C1)C#N 2-chloro-2'-cyano-[1,1'-biphenyl]